cis-cyclohexane-1,2-dicarboxylic acid [C@@H]1([C@H](CCCC1)C(=O)O)C(=O)O